tert-butyl (4-(2-(2-methoxyethyl)-1H-imidazo[4,5-d]thieno[3,2-b]pyridin-1-yl)butyl)carbamate COCCC1=NC=2C(=C3C(=NC2)C=CS3)N1CCCCNC(OC(C)(C)C)=O